(7-methyl-3-oxo-1,3,7,8-tetrahydrobenzo[1,2-b:3,4-c']difuran-7-yl)methyl formate C(=O)OCC1(CC2=C(O1)C=CC1=C2COC1=O)C